COC(C)COC(C)COC(C)CO tripropylene glycol mono-methyl ether